N-(hexacosanoyl)-1-deoxysphinganine C(CCCCCCCCCCCCCCCCCCCCCCCCC)(=O)N[C@@H](C)[C@H](O)CCCCCCCCCCCCCCC